tert-Butyl (R)-3,4-dichloro-1-fluoro-12-oxo-6a,7,9,10-tetrahydro-6H-pyrazino[2,1-c]pyrido[3,4-f][1,4]oxazepine-8(12H)-carboxylate ClC1=C(C2=C(C(N3[C@@H](CO2)CN(CC3)C(=O)OC(C)(C)C)=O)C(=N1)F)Cl